O=C1N(CCC(N1)=O)C=1C=C(C(=NC1)F)CN1CCC(CC1)N1N=C2C=C(C(=CC2=C1)NC(C1=CC(=CC=C1)C(F)(F)F)=O)OC N-(2-(1-((5-(2,4-dioxotetrahydropyrimidin-1(2H)-yl)-2-fluoropyridin-3-yl)methyl)piperidin-4-yl)-6-methoxy-2H-indazol-5-yl)-3-(trifluoromethyl)benzamide